sodium 5-phenylpentanoate C1(=CC=CC=C1)CCCCC(=O)[O-].[Na+]